FC=1C=CC(=C(C1)C(C(=O)OC(C)(C)C)N1CC(C1)OCCCCCC1=NC=2NCCCC2C=C1)[C@H]1[C@@H](COCC1)OC tert-butyl 2-(5-fluoro-2-(trans-3-methoxytetrahydro-2H-pyran-4-yl)phenyl)-2-(3-(5-(5,6,7,8-tetrahydro-1,8-naphthyridin-2-yl)pentyloxy)azetidin-1-yl)acetate